CC1([NH+]=C2C(=C3C(C=C2C(C1)C)C=C1C=C2C(CC(NC2=C(C1O3)S(=O)(=O)[O-])(C)C)C)S(=O)(=O)[O-])C 2,2,4,8,10,10-hexamethyl-3,4,5a,8,9,10,11,12a-octahydro-2H-pyrano[3,2-g:5,6-g']diquinolin-1-ium-12,14-disulfonate